4-(4-(4-Chloro-3-cyclopropylphenyl)piperazin-1-yl)-5-fluoro-2-methoxyaniline ClC1=C(C=C(C=C1)N1CCN(CC1)C1=CC(=C(N)C=C1F)OC)C1CC1